[NH4+].ON[C@@H](CCSC)C(=O)[O-] hydroxymethionine ammonium salt